BrC1=CC(=C(C=C1)C(C(F)(F)F)=O)NCC1=CC=C(C=C1)OC 1-(4-bromo-2-((4-methoxybenzyl)amino)phenyl)-2,2,2-trifluoroethanone